N1C=CC=2C1=NC(=CC2)N2N=C(C=C2)OC2=CC(=C(C=C2)NC=2C1=C(N=CN2)NC=C1C1CCN(CC1)C(C=C)=O)F 1-(4-(4-((4-((1-(1H-pyrrolo[2,3-b]pyridin-6-yl)-1H-pyrazol-3-yl)oxy)-2-fluorophenyl)amino)-7H-pyrrolo[2,3-d]pyrimidin-5-yl)piperidin-1-yl)prop-2-en-1-one